4-(1-piperidyl)-3-(2-pyridyl)-1H-pyrrolo[2,3-b]pyridine N1(CCCCC1)C1=C2C(=NC=C1)NC=C2C2=NC=CC=C2